The molecule is a 1-monolysocardiolipin(2-) obtained by deprotonation of the phosphate OH groups of 1,2,2'-trilinoleoyl-1'-monolysocardiolipin; major species at pH 7.3. It is a conjugate base of a 1,2,2'-trilinoleoyl-,1'-monolysocardiolipin. CCCCC/C=C\\C/C=C\\CCCCCCCC(=O)OC[C@H](COP(=O)([O-])OCC(COP(=O)([O-])OC[C@@H](CO)OC(=O)CCCCCCC/C=C\\C/C=C\\CCCCC)O)OC(=O)CCCCCCC/C=C\\C/C=C\\CCCCC